2-((3-methyl-1-(1-methylpyrrolidin-3-yl)-1H-pyrazol-4-yl)amino)-4-((3-(2-oxo-1,3-oxazepan-3-yl)propyl)amino)pyrimidine-5-carbonitrile CC1=NN(C=C1NC1=NC=C(C(=N1)NCCCN1C(OCCCC1)=O)C#N)C1CN(CC1)C